BrC1=CC=C(C=C1)N(C1=CC2=C(C=C2)C=C1)C1=CC=C(C=C1)Br N,N-bis(4-bromophenyl)-N-(benzocyclobuten-4-yl)-amine